tert-butyl 6-[3-fluoro-7-(4-fluoro-2-methoxy-phenyl)-6-(5-prop-2-enoyl-6,7-dihydro-4H-thiazolo[5,4-c]pyridin-2-yl)thieno[3,2-c]pyridin-4-yl]-3,4-dihydro-1H-isoquinoline-2-carboxylate FC1=CSC2=C1C(=NC(=C2C2=C(C=C(C=C2)F)OC)C=2SC=1CN(CCC1N2)C(C=C)=O)C=2C=C1CCN(CC1=CC2)C(=O)OC(C)(C)C